(P)-7-fluoro-1-(5-fluoro-2-methoxy-4-((1R,2R)-2-(trifluoromethyl)cyclopropyl)phenyl)-N-(isoxazol-3-yl)-2-oxo-1,2-dihydroquinoline-6-sulfonamide FC1=C(C=C2C=CC(N(C2=C1)C1=C(C=C(C(=C1)F)[C@H]1[C@@H](C1)C(F)(F)F)OC)=O)S(=O)(=O)NC1=NOC=C1